amino-N-(piperidin-3-yl)benzamide NC1=C(C(=O)NC2CNCCC2)C=CC=C1